ClC=1C=CC(=C(C1)C1=CC(N(C=C1OC)C(C(=O)OC(C)(C)C)CC1=CC=CC=C1)=O)C(CC)=O Tert-butyl 2-(4-(5-chloro-2-propionylphenyl)-5-methoxy-2-oxopyridin-1(2H)-yl)-3-phenylpropionate